(4-amino-3-methylphenyl)-bis-(4-aminophenyl)methane NC1=C(C=C(C=C1)C(C1=CC=C(C=C1)N)C1=CC=C(C=C1)N)C